P(=O)(OCl)([O-])F monochloro monofluorophosphate